2-(6-methyl-4-(trifluoromethyl)pyridin-2-yl)-3-oxooctahydrocyclopenta[c]pyrrole-1-carboxylic acid CC1=CC(=CC(=N1)N1C(C2C(C1=O)CCC2)C(=O)O)C(F)(F)F